OCCN1C=CC2=C(C=CC=C12)C1COC2=C1C=C(C=C2C(=O)NC)C(=O)N 3-(1-(2-hydroxyethyl)-1H-indol-4-yl)-N7-methyl-2,3-dihydrobenzofuran-5,7-dicarboxamide